C1(=CC=CC=2C3=CC=CC=C3CC12)COC(=O)NCCS fluorenylmethoxycarbonyl-cysteamine